(S)-4-acetyl-N-(3-(1-(4-methyl-4H-1,2,4-triazol-3-ylthio)ethyl)phenyl)piperazine-1-carboxamide C(C)(=O)N1CCN(CC1)C(=O)NC1=CC(=CC=C1)[C@H](C)SC1=NN=CN1C